C(C)N(CC)[Si](C)(C)C N,N-diethyl-trimethyl-silylamin